FC1=CC=C2C(=CNC2=C1)C1=NC(=NC=C1)N 4-(6-fluoro-1H-indol-3-yl)pyrimidine-2-amine